CS(=O)(=O)C[C@H](C)NC1=NC=C(C=N1)[N+](=O)[O-] N-[(2S)-1-methanesulfonylpropan-2-yl]-5-nitropyrimidin-2-amine